tert-butyl (1R,5S,6s)-6-((5-(2-aminopropan-2-yl)-4'-fluoro-[1,1'-biphenyl]-3-yl)oxy)-3-azabicyclo[3.1.0]hexane-3-carboxylate NC(C)(C)C=1C=C(C=C(C1)C1=CC=C(C=C1)F)OC1[C@@H]2CN(C[C@H]12)C(=O)OC(C)(C)C